C(C)C(C(=O)N(C)C1=CC=C(C=C1)OC)CC 2-Ethyl-N-(4-methoxyphenyl)-N-methylbutanamide